C1CCC(CC1)N=C=O 4-cyclohex-ylisocyanate